FC(C(=O)O)(F)F.C(CCCC)N pentylamine trifluoroacetate salt